2-ethoxy-5-methylphenol C(C)OC1=C(C=C(C=C1)C)O